CC1=NN2C(C=CC=C2CNCCC(=O)N2CC3CCC(C2)N3C3=CC=C(C=N3)C#N)=N1 6-(3-{3-[({2-methyl-[1,2,4]triazolo[1,5-a]pyridin-5-yl}methyl)amino]propanoyl}-3,8-diazabicyclo[3.2.1]octan-8-yl)pyridine-3-carbonitrile